OC1=C(C=CC=C1)C(=CCCCCCCCCCCCCCCCCCCCC)C1=CC=C(C=C1)O 1-(2-hydroxyphenyl)-1-(4-hydroxyphenyl)docosaneN